ClC=1C=CC(=C(CN(C(=O)C2CC2)CC=2OC=CC2)C1)[N+](=O)[O-] N-(5-chloro-2-nitrobenzyl)-N-(furan-2-ylmethyl)cyclopropanecarboxamide